2-Isopropyl-8-(2-((methyl(2-(methylamino)ethyl)amino)methyl)-6,7-dihydro-4H-pyrazolo[5,1-c][1,4]oxazin-3-yl)-2-azaspiro[4.5]decan-1-one C(C)(C)N1C(C2(CC1)CCC(CC2)C=2C(=NN1C2COCC1)CN(CCNC)C)=O